NC=1C2=C(N=CN1)N(C=C2)[C@H]2[C@@H]([C@@H]([C@@]1(C[C@H]21)CCC2=CC=C1C3(C(=NC1=C2)N)CCC3)O)O (1R,2R,3S,4R,5S)-4-(4-amino-7H-pyrrolo[2,3-d]pyrimidin-7-yl)-1-(2-(2'-aminospiro[cyclobutane-1,3'-indol]-6'-yl)ethyl)bicyclo[3.1.0]hexane-2,3-diol